O-[(4-Fluorophenyl)methyl]hydroxylamine hydrochloride Cl.FC1=CC=C(C=C1)CON